C(C)N(C(=S)N(CC)CC)CC 1,1,3,3-tetraethylthiourea